C12CN(CC(O1)C2)C(=O)O[C@H]2C[C@H](CC2)C=2NN=C(C2)NC(COC2=C(C(=CC(=C2)OC)O)/C=N/C(C)C)=O (1R,3S)-3-[5-(2-{3-hydroxy-2-[(1E)-(isopropylimino)methyl]-5-methoxyphenoxy}acetamido)-2H-pyrazol-3-yl]cyclopentyl 6-oxa-3-azabicyclo[3.1.1]heptane-3-carboxylate